OCCOCCOCCOCCOCCOCCC1=NC2=C(N1)C=CC1=C2OC(=CC1=O)C1=CC=C(C=C1)NC 2-[2-[2-[2-[2-[2-(2-hydroxyethoxy)ethoxy]ethoxy]ethoxy]ethoxy]ethyl]-8-[4-(methylamino)phenyl]-3H-pyrano[2,3-e]benzimidazol-6-one